FC=1C=CC(=NC1)C=1OC(C2=CC=CC=C2C1/C(/C(=O)OCC)=C(/C)\O)=O Ethyl (E)-2-(3-(5-fluoropyridin-2-yl)-1-oxo-1H-isochromen-4-yl)-3-hydroxybut-2-enoate